oxacyclotridecane-5-one O1CCCC(CCCCCCCC1)=O